COC(C1=CC(=C(C=C1)[N+](=O)[O-])OCC1=CC=CC=C1)=O.C1N(CCC2=CC=CC=C12)C[C@H](CN1CCN(C2=C(C1=O)C=CC(=C2)OC2CCN(CC2)C2COC2)C)O 4-[(2R)-3-(3,4-dihydro-1H-isoquinolin-2-yl)-2-hydroxy-propyl]-1-methyl-8-[[1-(oxetan-3-yl)-4-piperidyl]oxy]-2,3-dihydro-1,4-benzodiazepin-5-one Methyl-3-(benzyloxy)-4-nitrobenzoate